C(C)N(C1=CC=C(/C=C/C2=CC=[NH+]C=C2)C=C1)CC 4-[(E)-4-(diethylamino)styryl]pyridin-1-ium